tert-butyl 2-methyl-6-(((trifluoromethyl)sulfonyl)oxy)-3,4-dihydropyridine-1(2H)-carboxylate CC1N(C(=CCC1)OS(=O)(=O)C(F)(F)F)C(=O)OC(C)(C)C